tert-Butyl 3-[[2-fluoro-6-(trifluoromethyl)phenyl]methylsulfinyl]azetidine-1-carboxylate FC1=C(C(=CC=C1)C(F)(F)F)CS(=O)C1CN(C1)C(=O)OC(C)(C)C